2-amino-5-bromo-3-methoxybenzoic acid NC1=C(C(=O)O)C=C(C=C1OC)Br